C(C)N(C1=CC=C(C=C1)C=1NC2=C(N1)C=CC=C2)CC 2-(p-diethylaminophenyl)benzimidazole